C(C)(=O)N1/C(/C(C2=CC=CC=C12)=O)=C/C=1SC2=C(N1)C=CC(=C2)CNC2CCOCC2 (E)-1-acetyl-2-((6-(((tetrahydro-2H-pyran-4-yl)-amino)methyl)-benzo[d]thiazol-2-yl)methylene)-indolin-3-one